methoxy-styrene COC=CC1=CC=CC=C1